4-(2H-tetrazol-5-yl)phenol N=1NN=NC1C1=CC=C(C=C1)O